1-propene-1,3-Sulton C1=CCOS1(=O)=O